FC([C@H]1C[C@H](CCC1)C(=O)N)(F)F |r| racemic-cis-3-(trifluoromethyl)cyclohexanecarboxamide